CNCC=1C=C(C=CC1)O 3-[(methylamino)methyl]phenol